OC1(CC(C1)C(=O)N1CCC2(CC(C2)OC2=CC=C(C=C2)C)CC1)C ((1s,3s)-3-Hydroxy-3-methylcyclobutyl)(2-(p-tolyloxy)-7-azaspiro[3.5]nonan-7-yl)methanon